(R)-1-((6-fluoro-2-(2-methoxy-7-methylquinoxalin-5-yl)thiazolo[5,4-b]pyridin-5-yl)oxy)propan-2-yl (2-methylpyrimidin-5-yl)carbamate CC1=NC=C(C=N1)NC(O[C@@H](COC1=C(C=C2C(=N1)SC(=N2)C2=C1N=CC(=NC1=CC(=C2)C)OC)F)C)=O